methyl-5-methyl-3-nitro-1H-pyrazole CN1N=C(C=C1C)[N+](=O)[O-]